tert-Butyl 3-[4-(3,4-dichloro-2-fluoro-anilino)quinazolin-6-yl]-3-methoxy-azetidine-1-carboxylate ClC=1C(=C(NC2=NC=NC3=CC=C(C=C23)C2(CN(C2)C(=O)OC(C)(C)C)OC)C=CC1Cl)F